2-nitroso-1-tetralone N(=O)C1C(C2=CC=CC=C2CC1)=O